C(C)OC1=C(C=C(C(=O)NCC=2C=NC=CC2C)C=C1F)F 4-ethoxy-3,5-difluoro-N-[(4-methylpyridin-3-yl)methyl]benzamide